CO[Si](C)(C)C Methoxytrimethylsilan